O[C@]1([C@@H](CCC1)N1CC(=CC2=C1N=C(N=C2)NC2=CC=C(C=C2)S(=O)(=O)C2COC2)I)C 8-((1R,2R)-2-hydroxy-2-methylcyclopentyl)-6-iodo-2-((4-(oxetan-3-ylsulfonyl)phenyl)amino)pyrido[2,3-d]-Pyrimidine